Cl.NC12CCC(CC1)(CC2)[C@H](CC(=O)OCC)C ethyl (S)-3-(4-aminobicyclo[2.2.2]octan-1-yl)butyrate monohydrochloride